CC=1CC(C(CC1)C)C=O 3,6-dimethylcyclohex-3-ene-1-carbaldehyde